17-(3-pyridyl)androst-5,16-diene-3beta-ol N1=CC(=CC=C1)C=1[C@]2(C)[C@@H](CC1)[C@@H]1CC=C3C[C@H](CC[C@]3(C)[C@H]1CC2)O